COC(C1=CC(=C(C=C1)Br)COC1=C(C=CC(=C1)CO[Si](C)(C)C(C)(C)C)C)=O 4-bromo-3-((5-((tert-butyl(dimethyl)silyl)oxymethyl)-2-methyl-phenoxy)methyl)benzoic acid methyl ester